3-(4-(piperazin-1-yl)phenyl)piperidine-2,6-dione 2HCl Cl.Cl.N1(CCNCC1)C1=CC=C(C=C1)C1C(NC(CC1)=O)=O